C(C)(C)(C)[S@@](=O)N[C@@H]1C(/C=C/CCCCS[C@@H]2CCC[C@H]1O2)C (1R,10R,11R,12S,13S,14R,E)-10-(((R)-tert-butylsulfinyl)amino)-9-methyl-15-oxa-2-thiabicyclo[9.3.1]pentadec-7-ene